2,6-bis(2,4-dimethyl-phenyl)-4-(2,4-dihydroxyphenyl)-s-triazine CC1=C(C=CC(=C1)C)C1=NC(=NC(=N1)C1=C(C=C(C=C1)O)O)C1=C(C=C(C=C1)C)C